C(C)(C)(C)C=1C=CC2=C(C3=C(O2)C=C(C=C3)NC3=CC=C(C=C3)OC3=CC=CC=C3)C1 8-tert-butyl-N-(4-phenoxyphenyl)dibenzo[b,d]furan-3-amine